α-fluorotoluene FCC1=CC=CC=C1